C(C)(C)C=1C(=NNC1C=1C=C(C=2N(C1)N=CN2)C)C=2C=C1CCN(CC1=CC2)CCOC 6-(4-isopropyl-5-(8-methyl-[1,2,4]triazolo[1,5-a]pyridin-6-yl)-1H-pyrazol-3-yl)-2-(2-methoxyethyl)-1,2,3,4-tetrahydroisoquinoline